FC=1C(=C(C=CC1F)[C@H]1[C@@H](O[C@]([C@H]1C)(C(F)(F)F)C)C(=O)NC1=CC=[N+](C=C1)[O-])OC 4-((2R,3S,4S,5R)-3-(3,4-difluoro-2-methoxyphenyl)-4,5-dimethyl-5-(trifluoromethyl)tetrahydrofuran-2-amido)pyridine-1-oxide